4-(4-fluorophenoxy)phenylpicolinamide FC1=CC=C(OC2=CC=C(C=C2)C=2C(=NC=CC2)C(=O)N)C=C1